1-cyclobutyl-4-((1-phenyl-1H-pyrazol-4-yl)methyl)-1,4-dihydropyrazine-2,3-dione C1(CCC1)N1C(C(N(C=C1)CC=1C=NN(C1)C1=CC=CC=C1)=O)=O